N1=C(C=CC=C1)C(=O)[O-].N1=C(C=CC=C1)C(=O)[O-].[Ag+2] silver (II) dipicolinate